tert-butyl (3R)-3-[4-[3-cyano-4-[(3-fluoro-2-pyridyl)sulfanyl]pyrazolo[1,5-a]pyridin-6-yl]-5-methyl-pyrazol-1-yl]pyrrolidine-1-carboxylate C(#N)C=1C=NN2C1C(=CC(=C2)C=2C=NN(C2C)[C@H]2CN(CC2)C(=O)OC(C)(C)C)SC2=NC=CC=C2F